C(C)[S@@](=O)C=1C=C(C=NC1C1=NC2=C(C=NC(=C2)C(F)(F)F)N1C)C(C#N)(C)C 2-[5-[(R)-ethylsulfinyl]-6-[3-methyl-6-(trifluoromethyl)imidazo[4,5-c]pyridin-2-yl]-3-pyridyl]-2-methyl-propanenitrile